Ethylamine isocyanate [N-]=C=O.C(C)N